2-(4-amino-8-methyl-6-(6-(trifluoromethyl)pyridin-3-yl)-9H-pyrimido[4,5-b]indol-9-yl)acetic acid NC1=NC=NC=2N(C3=C(C=C(C=C3C21)C=2C=NC(=CC2)C(F)(F)F)C)CC(=O)O